O=C1C(=C(C=NN1)N1[C@@H](CCC1)COC1=CC(=NC=C1)C(=O)O)C(F)(F)F 4-[[(2S)-1-[6-oxo-5-(trifluoromethyl)-1,6-dihydropyridazin-4-yl]pyrrolidin-2-yl]methoxy]pyridine-2-carboxylic acid